p-chlorobenzenesulfinate sodium [Na+].ClC1=CC=C(C=C1)S(=O)[O-]